(R)-6-fluoro-1-(5-(2-methoxyethoxy)pyrazin-2-yl)-7-(2-(((3-methylpyridin-2-yl)oxy)methyl)pyrrolidin-1-yl)-4-oxo-1,4-dihydro-quinoline-3-carboxylic acid FC=1C=C2C(C(=CN(C2=CC1N1[C@H](CCC1)COC1=NC=CC=C1C)C1=NC=C(N=C1)OCCOC)C(=O)O)=O